3-(1-oxo-5-(7-(pyrrolidin-1-ylmethyl)imidazo[1,5-a]pyridin-1-yl)isoindolin-2-yl)piperidine-2,6-dione O=C1N(CC2=CC(=CC=C12)C=1N=CN2C1C=C(C=C2)CN2CCCC2)C2C(NC(CC2)=O)=O